NC=1C(=NC(=C(N1)C=1OC=CN1)C=1C=CC=2N(C1)C(=CN2)Cl)C(=O)NC[C@@H]2N(CCC2)C (R)-3-amino-6-(3-chloroimidazo[1,2-a]pyridin-6-yl)-N-((1-methylpyrrolidin-2-yl)methyl)-5-(oxazol-2-yl)pyrazine-2-carboxamide